2-((((6-((((2-acetoxypropan-2-yl)oxy)(methyl)phosphoryl)oxy)-5'-methyl-4-pentyl-1',2',3',4'-tetrahydro-[1,1'-biphenyl]-2-yl)oxy)(methyl)phosphoryl)oxy)propan-2-yl acetate C(C)(=O)OC(C)(C)OP(=O)(C)OC1=C(C(=CC(=C1)CCCCC)OP(=O)(C)OC(C)(C)OC(C)=O)C1CCCC(=C1)C